N1=CN=C2N1C=C(C=N2)CCNC2COC2 N-(2-([1,2,4]triazolo[1,5-a]pyrimidin-6-yl)ethyl)oxetan-3-amine